FC(C(C(F)(F)F)([C@]1(CN(CC1)C(C)(C)C=1C=NC(=CC1)C)CCC=1SC(=CC1)F)NC(OC(C)C)=O)(F)F |o1:7| isopropyl (R or S)-(1,1,1,3,3,3-hexafluoro-2-(3-(2-(5-fluorothiophen-2-yl)ethyl)-1-(2-(6-methylpyridin-3-yl)propan-2-yl)pyrrolidin-3-yl)propan-2-yl)carbamate